C(=CC)CCOC1CCCCCCC1 1-propenyl-2-cyclooctyloxyethane